Cl.Cl.FC=1C=CC2=C(N(C=N2)CCC[C@H]2NCCC[C@@H]2O)C1C (2R,3S)-2-(3-(6-fluoro-7-methyl-1H-benzo[d]imidazol-1-yl)propyl)piperidin-3-ol dihydrochloride